O=C1N(CC2=CC(=CC=C12)OC1C(CCCC1)N1CC(C1)C=1C=NC=CC1)C1C(NC(CC1)=O)=O 3-(1-oxo-5-((2-(3-(pyridin-3-yl)azetidin-1-yl)cyclohexyl)-oxy)isoindolin-2-yl)piperidine-2,6-dione